COC(C1=C(C=C(C=C1Cl)C#N)Cl)=O 2,6-dichloro-4-cyanobenzoic acid methyl ester